tert-butyl 5-[5-[[4-[tert-butoxycarbonyl(methyl)amino]-6-methyl-2-pyridyl]amino]-6-methyl-2,3-dihydrofuro[3,2-b]pyridin-7-yl]-2,3,4,7-tetrahydroazepine-1-carboxylate C(C)(C)(C)OC(=O)N(C1=CC(=NC(=C1)C)NC1=C(C(=C2C(=N1)CCO2)C=2CCCN(CC2)C(=O)OC(C)(C)C)C)C